benzotriazole-1-yl-oxytripyrrolidinophosphorus hexafluorophosphate F[P-](F)(F)(F)(F)F.N1(N=NC2=C1C=CC=C2)O[P+](N2CCCC2)(N2CCCC2)N2CCCC2